(6,7-dichloro-5-(3-methoxypropyl)-1,3,4,5-tetrahydro-2H-pyrido[4,3-b]indol-2-yl)(5-methoxypyrimidin-2-yl)methanone ClC1=C(C=CC=2C3=C(N(C12)CCCOC)CCN(C3)C(=O)C3=NC=C(C=N3)OC)Cl